CC1=C(C=2C3(C4=CC=CC=C4C2C=C1)C1=CC=CC=C1N(C=1C=CC=CC13)C1=CC=CC=C1)C=1C=CC3=C(S(C2=C3C=CC=C2)(=O)=O)C1 3-(2'-methyl-10-phenyl-10H-spiro[acridine-9,9'-fluoren]-1'-yl)dibenzothiophene-5,5-dione